ClC1=C(C=CC(=C1)OCC1=NC=CC=C1C)NC1=C(C=NC2=CC(=C(C=C12)C(C(=O)N)=CCN(C)C)OCC)C#N 4-(2-chloro-4-((3-methylpyridin-2-yl)methoxy)phenylamino)-3-cyano-7-ethoxyquinolin-6-yl-4-(dimethylamino)but-2-enamide